Methyl-1-(8-bromo-[1,2,4]triazolo[1,5-a]pyridin-5-yl)ethanone CCC(=O)C1=CC=C(C=2N1N=CN2)Br